5-(4-((2,3-Dihydrobenzofuran-2-yl)methoxy)phenyl)-2-oxo-6-(trifluoromethyl)-1,2-dihydropyridine-3-carboxamide O1C(CC2=C1C=CC=C2)COC2=CC=C(C=C2)C=2C=C(C(NC2C(F)(F)F)=O)C(=O)N